N-[3-(propylamino)propyl]amine C(CC)NCCCN